5-(4-((1-(2-(4-(4-chloro-1,2-diphenylbut-1-en-1-yl)phenoxy)ethyl)piperidin-4-yl)methyl)-3,5-dimethylpiperazin-1-yl)-2-(2,6-dioxopiperidin-3-yl)isoindoline-1,3-dione ClCCC(=C(C1=CC=CC=C1)C1=CC=C(OCCN2CCC(CC2)CN2C(CN(CC2C)C=2C=C3C(N(C(C3=CC2)=O)C2C(NC(CC2)=O)=O)=O)C)C=C1)C1=CC=CC=C1